BrC=1C=C(CNS(=O)(=O)CC(=O)N)C=CC1 2-(N-(3-bromobenzyl)sulfamoyl)acetamide